FC(C(C)OC(=O)N1[C@H]([C@H](CCC1)NS(=O)(=O)C)COC1CCN(CC1)C1=NC=CC=N1)(F)F.ClC1=NN=C(C2=CC(=CC=C12)Cl)N1CCNCC1 4,7-dichloro-1-(piperazin-1-yl)phthalazine 1,1,1-trifluoropropan-2-yl-cis-3-((methylsulfonyl)amino)-2-(((1-(pyrimidin-2-yl)piperidin-4-yl)oxy)methyl)piperidine-1-carboxylate